7-(4-(7-(benzyloxy)-2H-chromen-4-yl)phenyl)-2-(dimethoxymethyl)-7-azaspiro[3.5]nonane C(C1=CC=CC=C1)OC1=CC=C2C(=CCOC2=C1)C1=CC=C(C=C1)N1CCC2(CC(C2)C(OC)OC)CC1